C(CCCCCCCCCCC)N(CCN(CCN1CCN(CC1)CCN(CCCCCCCC\C=C/C\C=C/CCCCC)CCCCCCCCCCCC)CCCCCCCCCCCC)CCCCCCCCCCCC N1,N1,N2-Tridodecyl-N2-(2-(4-(2-(dodecyl((9Z,12Z)-octadeca-9,12-dien-1-yl)amino)ethyl)piperazin-1-yl)ethyl)ethane-1,2-diamine